FC=1C(=C(C=NC1F)[C@H]1C2=C(NC(=C1C(=O)OC)C)COC2=O)[C@H](C)F methyl (R)-4-(5,6-difluoro-4-((S)-1-fluoroethyl) pyridin-3-yl)-2-methyl-5-oxo-1,4,5,7-tetrahydrofuro[3,4-b]pyridine-3-carboxylate